O1-tert-butyl O2-methyl (2S,4E)-4-[[1-(benzyloxycarbonylamino)cyclopropyl]methylene]-5-oxo-pyrrolidine-1,2-dicarboxylate C(C1=CC=CC=C1)OC(=O)NC1(CC1)\C=C\1/C[C@H](N(C1=O)C(=O)OC(C)(C)C)C(=O)OC